methyl (2-(3-(1-(20-chloro-4-oxo-8,11,14-trioxa-5-azaicosanoyl)piperidin-4-yl)-5'-fluoro-1'-methyl-1H,1'H-[4,6'-biindazol]-1-yl)acetyl)glycylglycinate ClCCCCCCOCCOCCOCCNC(CCC(=O)N1CCC(CC1)C1=NN(C=2C=CC=C(C12)C1=C(C=C2C=NN(C2=C1)C)F)CC(=O)NCC(=O)NCC(=O)OC)=O